N-[2-[[(1S)-2-amino-2-oxo-1-[[(3S)-2-oxo-3-piperidyl]methyl]ethyl]amino]-1-[(2,2-dimethylcyclopropyl)methyl]-2-oxo-ethyl]-4-methoxy-1H-indole-2-carboxamide NC([C@H](C[C@H]1C(NCCC1)=O)NC(C(CC1C(C1)(C)C)NC(=O)C=1NC2=CC=CC(=C2C1)OC)=O)=O